ClC1=C(OCC2=NC=CC(=C2)OC2CCN(CC2)CC2=NC3=C(N2C[C@H]2OCC2)C=C(C=C3)C(=O)OC)C=CC(=C1)F Methyl (S)-2-((4-((2-((2-chloro-4-fluorophenoxy)methyl)pyridin-4-yl)oxy)piperidin-1-yl)methyl)-1-(oxetan-2-ylmethyl)-1H-benzo[d]imidazole-6-carboxylate